2-((3,5-dicyano-4-ethyl-6-morpholinopyridin-2-yl)thio)-2-phenylacetamide C(#N)C=1C(=NC(=C(C1CC)C#N)N1CCOCC1)SC(C(=O)N)C1=CC=CC=C1